4-(1-Ethyl-piperidin-4-yl)-N-[4-methyl-3-(4-pyridin-3-yl-pyrimidin-2-ylamino)-phenyl]-benzamide C(C)N1CCC(CC1)C1=CC=C(C(=O)NC2=CC(=C(C=C2)C)NC2=NC=CC(=N2)C=2C=NC=CC2)C=C1